ClC1=CC=C(C=C1)C1N(C(CC2=CC(=C(C=C12)OC(C)C)OC)=O)C1CCC(CC1)N(CC1CCNCC1)C 1-(4-Chlorophenyl)-7-isopropoxy-6-methoxy-2-[4-[methyl(4-piperidylmethyl)amino]cyclohexyl]-1,4-dihydroisoquinolin-3-one